BrC=1C=C(C=CC1)C1(CC(C1)(C)O)C#N (1s,3s)-1-(3-bromophenyl)-3-hydroxy-3-methylcyclobutane-1-carbonitrile